C(#N)/C(/C(=O)OCC)=C\C=1C(=CC=C2C=NN(C12)C)C Ethyl (E)-2-cyano-3-(1,6-dimethyl-1H-indazol-7-yl)acrylate